2'-chloro-N-(6-formyl-1,3-benzothiazol-2-yl)-5'-methoxy-6-methyl-[4,4'-bipyridine]-3-carboxamide ClC1=NC=C(C(=C1)C1=C(C=NC(=C1)C)C(=O)NC=1SC2=C(N1)C=CC(=C2)C=O)OC